gamma-aminopropyl-bis(trimethylsiloxy)methylsilane NCCC[SiH2]C(O[Si](C)(C)C)O[Si](C)(C)C